N1(CC1)C1=C(C(C(=C(C1=O)NC(OCC)=O)N1CC1)=O)NC(OCC)=O diethyl (2,5-di(aziridin-1-yl)-3,6-dioxocyclohexa-1,4-diene-1,4-diyl)dicarbamate